racemic-6-(1-(4-fluorophenyl)ethyl)-3-methyl-N-(1-methylpiperidin-4-yl)-1,2,4-triazin-5-amine FC1=CC=C(C=C1)[C@@H](C)C1=C(N=C(N=N1)C)NC1CCN(CC1)C |r|